C(=O)O.C(C)N(CCCNC(=O)C1=CC2=C(N3C(S2)=NC=C3)C=C1)CC.C(C)N(CC)CCCNC(=O)C1=CC3=C(N2C(S3)=NC=C2)C=C1 N-(3-(diethylamino)propyl)benzo[d]imidazo[2,1-b]thiazole-7-carboxamide hemi-formate